1-Bromo-8-chloro-3-[5-(difluoromethyl)-1,3,4-thiadiazol-2-yl]imidazo[1,5-a]pyridine-6-sulfonyl chloride BrC=1N=C(N2C1C(=CC(=C2)S(=O)(=O)Cl)Cl)C=2SC(=NN2)C(F)F